rac-(1R,5S)-3-oxabicyclo[3.2.0]Heptane-2,4-dione [C@@H]12C(OC([C@H]2CC1)=O)=O |r|